3-(4-amino-1H-imidazol-1-yl)-5-methoxybenzoic acid methyl ester COC(C1=CC(=CC(=C1)OC)N1C=NC(=C1)N)=O